[1-(2-bromophenyl)-5-(1-propyl-1H-indazol-6-yl)-1H-pyrazol-3-yl]methanol BrC1=C(C=CC=C1)N1N=C(C=C1C1=CC=C2C=NN(C2=C1)CCC)CO